NC1CC(C1)(C)N1[C@H](C2=CC=CC=C2CC1)C1=CC=C(C=C1)F (S)-N-((trans)-3-amino-1-methylcyclobutyl)-1-(4-fluorophenyl)-3,4-dihydroisoquinoline